FC(C1=CC=C(COC2=C(C=O)C=C(C=C2)[N+](=O)[O-])C=C1)(F)F 2-((4-(trifluoromethyl)benzyl)oxy)-5-nitrobenzaldehyde